4-((1S,4S)-4-(1-(5-chloro-1-methyl-1H-benzo[d]imidazol-2-yl)ethyl)cyclohexyl)-6-fluoroquinoline ClC1=CC2=C(N(C(=N2)[C@@H](C)C2CCC(CC2)C2=CC=NC3=CC=C(C=C23)F)C)C=C1